C12(CNCC2C1)CO (±)-(3-azabicyclo[3.1.0]hex-1-yl)methanol